2,6-diethoxy-4-(2-methyl-1,3-dioxolan-2-yl)benzamide C(C)OC1=C(C(=O)N)C(=CC(=C1)C1(OCCO1)C)OCC